4-(tert-Butyloxycarbonyl)aminobenzyl-3,3-difluoro-1-azaspiro[4.4]nonane-1-carboxylate C(C)(C)(C)OC(=O)NC1=CC=C(COC(=O)N2CC(CC23CCCC3)(F)F)C=C1